2-(1,3-dimethyl-3-(tetrahydro-2H-pyran-4-yl)ureido)-5-oxo-5H-thieno[3,2-b]pyran-6-carboxylic acid CN(C(=O)N(C1CCOCC1)C)C1=CC=2OC(C(=CC2S1)C(=O)O)=O